(but-3-en-1-yl)1-(tert-butyl)-1H-pyrrole-2,3,4,5-tetracarboxylic acid C(CC=C)OC(=O)C=1N(C(=C(C1C(=O)O)C(=O)O)C(=O)O)C(C)(C)C